(S)-1'-(8-((2-(isopropylthio)phenyl)thio)imidazo[1,2-c]pyrimidin-5-yl)-1,3-dihydrospiro[indene-2,4'-piperidin]-1-amine C(C)(C)SC1=C(C=CC=C1)SC=1C=2N(C(=NC1)N1CCC3(CC1)[C@@H](C1=CC=CC=C1C3)N)C=CN2